FC=1C(=NC=C(C1C)F)S(=O)(=O)NC=1N=CSC1 3,5-difluoro-4-methyl-N-(thiazol-4-yl)pyridine-2-sulfonamide